C1(CCCC1)N1CCN(CC1)CC1=CC=2C(C3=CC=C(C=C3NC2C=C1)OC)(C)C 2-((4-cyclopentylpiperazin-1-yl)methyl)-6-methoxy-9,9-dimethyl-9,10-dihydroacridine